(methyldopa) hemihydrate O.CN[C@H](C(=O)O)CC1=CC=C(O)C(O)=C1.CN[C@H](C(=O)O)CC1=CC=C(O)C(O)=C1